N-{[3-(pyrrolidin-1-ylmethyl)oxacyclopentane-3-yl]methyl}-4H,5H,6H,7H,8H,9H-cycloocta[b]thiophene-2-carboxamide N1(CCCC1)CC1(COCC1)CNC(=O)C1=CC2=C(S1)CCCCCC2